ClC1=NC=CC(=N1)C1=CC=C2CN(C(C2=C1)=O)CC(=O)O 2-[6-(2-chloropyrimidin-4-yl)-1-oxo-2,3-dihydro-1H-isoindol-2-yl]acetic acid